8-methyl-8-carboxyethyl-tetracyclo[4.4.0.12,5.17,10]-3-dodecene CC1(C2C3C4C=CC(C3C(C1)C2)C4)CCC(=O)O